1-(methoxymethyl)-3-methylenecyclobutane-1-carbonitrile COCC1(CC(C1)=C)C#N